C1(CC1)CN1C(=CC2=CC=CC(=C12)OC)C1=NC=2C(=CC=3CCN(C(C3C2)=O)C[C@@H](C)NC(OC(C)(C)C)=O)N1C tert-butyl (R)-(1-(2-(1-(cyclopropylmethyl)-7-methoxy-1H-indol-2-yl)-1-methyl-5-oxo-1,5,7,8-tetrahydro-6H-imidazo[4,5-g]isoquinolin-6-yl)propan-2-yl)carbamate